FC1=C(C(=CC=C1)C)C1CCN(CC1)C1=CC=2C(=NC(=CN2)C)N(C1=O)CC1=NC=CN=C1C(F)(F)F 7-(4-(2-fluoro-6-methylphenyl)piperidin-1-yl)-3-methyl-5-((3-(trifluoromethyl)pyrazin-2-yl)methyl)pyrido[2,3-b]pyrazin-6(5H)-one